CC1([C@H]2CN[C@@H]([C@@H]12)S(=O)(=O)[O-])C.[Na+] sodium (1R,2R,5S)-6,6-dimethyl-3-azabicyclo[3.1.0]hexane-2-sulfonate